N-[(1S)-1-[[1-[1-(5-chloro-2-oxo-1H-pyridin-3-yl)ethyl]pyrazol-4-yl]carbamoyl]-2,2-dicyclopropyl-ethyl]-2-isopropyl-pyrazole-3-carboxamide ClC=1C=C(C(NC1)=O)C(C)N1N=CC(=C1)NC(=O)[C@H](C(C1CC1)C1CC1)NC(=O)C=1N(N=CC1)C(C)C